(2S)-2-(2,5-Dioxopyrrolidin-1-yl)-N-((phenyl-d5)methyl)propanamide O=C1N(C(CC1)=O)[C@H](C(=O)NCC1=C(C(=C(C(=C1[2H])[2H])[2H])[2H])[2H])C